trimethylolethane tris(2-mercapto-3-methyl butyrate) SC(C(=O)O)C(C)C.SC(C(=O)O)C(C)C.SC(C(=O)O)C(C)C.C(O)C(C)(CO)CO